ethyl (R)-2-(6-(1-(((benzyloxy)carbonyl)amino)ethyl)-1-(cyclopropylmethyl)-1H-pyrrolo[2,3-b]pyridin-2-yl)-5-methoxy-3-methylimidazo[1,2-a]pyridine-7-carboxylate C(C1=CC=CC=C1)OC(=O)N[C@H](C)C1=CC=C2C(=N1)N(C(=C2)C=2N=C1N(C(=CC(=C1)C(=O)OCC)OC)C2C)CC2CC2